OC1=CC=C(C=C1)/C(=C(\CC)/C1=CC=CC=C1)/C1=CC=C(C=C1)SCCCCCN1CCN(CC1)C=1C=C2CN(C(C2=CC1)=O)C1C(NC(CC1)=O)=O (Z)-3-(5-(4-(5-((4-(1-(4-hydroxyphenyl)-2-phenylbut-1-en-1-yl)phenyl)thio)pentyl)piperazin-1-yl)-1-oxoisoindolin-2-yl)piperidine-2,6-dione